ethyl 4-(((3R,6S)-1-acryloyl-6-methylpiperidin-3-yl)amino)-1H-pyrrolo[2,3-b]pyridine-5-carboxylate C(C=C)(=O)N1C[C@@H](CC[C@@H]1C)NC1=C2C(=NC=C1C(=O)OCC)NC=C2